FC1=C(C=CC=C1C(F)(F)F)C1(CC1)C(=O)NC=1C=CC(=C(C(=O)O)C1)C=1C=NN(C1)CC(C)C 5-[({1-[2-Fluoro-(trifluoromethyl)phenyl]cyclopropyl}carbonyl)amino]-2-[1-(2-methylpropyl)-1H-pyrazol-4-yl]benzoic acid